C(C1=CC=CC=C1)OC(=O)N1CCN(CCC1)C(N(C)[C@H](C(=O)OC)C(C)C)=O (S)-4-((1-methoxy-3-methyl-1-oxobutan-2-yl)(methyl)carbamoyl)-1,4-diazepan-1-carboxylic acid benzyl ester